dihydroxyl-1,3-Diisopropylbenzene OC1=CC(=C(C=C1C(C)C)C(C)C)O